copper-iron-tellurium [Te].[Fe].[Cu]